NC1=C(C2=C(S1)C(=CC=C2C2=C(C=C1C(=NC(=NC1=C2F)OCC2(CC2)CN(C)C)N2CCC(CCC2)C(=O)N2N=C(C=C2)C)Cl)F)C#N amino-4-(6-chloro-2-((1-((dimethylamino)methyl)cyclopropyl)methoxy)-8-fluoro-4-(4-(3-methyl-1H-pyrazole-1-carbonyl)azepan-1-yl)quinazolin-7-yl)-7-fluorobenzo[b]thiophene-3-carbonitrile